ClC1=C(C=CC2=C1C(=NCC=1N2C(=NN1)C=1C=NC=CC1)C1=C(C=CC=C1F)F)OC 7-chloro-6-(2,6-difluorophenyl)-8-methoxy-1-(3-pyridyl)-4H-[1,2,4]triazolo[4,3-a][1,4]benzodiazepine